[Na].C(=O)(O)O[Si](O)(O)CC carboxyl-ethyl-silanetriol sodium